FC(C/C(=C(\C=1C=C2C(=NNC2=CC1)F)/C=1C=CC=NC1)/C1=CC=CC=C1)(F)F 5-((Z)-4,4,4-trifluoro-1-(3-fluoro-1H-indazol-5-yl)-2-phenylbut-1-en-1-yl)pyridin